Methyl-(S,E)-(1-((1-((5-fluorobenzo[d]thiazol-2-yl)methyl)-2-oxo-1,2-dihydropyridin-3-yl)amino)-1,7-dioxo-7-(pyrrolidin-1-yl)hept-5-en-2-yl)carbamat COC(N[C@H](C(=O)NC=1C(N(C=CC1)CC=1SC2=C(N1)C=C(C=C2)F)=O)CC\C=C\C(N2CCCC2)=O)=O